10-bromo-7,8-dichloro-5-(2-oxopropyl)-3,4,5,6-tetrahydroazepino[4,5-b]indol-2(1H)-one BrC=1C=2C3=C(NC2C(=C(C1)Cl)Cl)C(CNC(C3)=O)CC(C)=O